[O].C(C)(C)(C)[Si](C)C tert-butyl-dimethyl-silicon oxygen